COC1=CC=C(C=C1)C=1N=C2N(C=CC3=C2N(C2=CC=CC=C32)C)C1 2-(4-Methoxyphenyl)-11-methyl-11H-imidazo[1',2':1,2]pyrido[3,4-b]indole